4-(3-(dimethylamino)propoxy)-N-phenethylbenzenesulfonamide CN(CCCOC1=CC=C(C=C1)S(=O)(=O)NCCC1=CC=CC=C1)C